2-(1-cyclobutyl-1H-pyrazol-4-yl)-5-{[(3R)-2-oxoazepan-3-yl]amino}[1,2,4]triazolo[1,5-c]quinazoline-7-carbonitrile C1(CCC1)N1N=CC(=C1)C1=NN2C(=NC3=C(C=CC=C3C2=N1)C#N)N[C@H]1C(NCCCC1)=O